4-methyl-morpholin-4-ium C[NH+]1CCOCC1